FC1=CC=CC2=C1N=C(O2)[C@H]2N(CCC1=C2N=CN1)C(=O)C1=C(N=CO1)C (S)-(4-(4-fluorobenzo[d]oxazol-2-yl)-6,7-dihydro-1H-imidazo[4,5-c]pyridin-5(4H)-yl)(4-methyloxazol-5-yl)methanone